3-{[(tert-butyldimethylsilyl)oxy]methyl}-2-cyanopyridin-1-ium-1-ol [Si](C)(C)(C(C)(C)C)OCC=1C(=[N+](C=CC1)O)C#N